2-(Bicyclo[2.2.1]heptan-1-yl)-6-(4-ethyl-3-(hydroxymethyl)-5-oxo-4,5-dihydro-1H-1,2,4-triazol-1-yl)-7-fluoro-4-isopropylisoquinolin-1(2H)-one C12(CCC(CC1)C2)N2C(C1=CC(=C(C=C1C(=C2)C(C)C)N2N=C(N(C2=O)CC)CO)F)=O